O=P(Cl)(Cl)Cl Phosphorus(V) oxychloride